COC1(CCN(CC1)C)C1CN(CC1)CC1=CC=C(C=C1)OC 4-methoxy-4-(1-(4-methoxybenzyl)pyrrolidin-3-yl)-1-methylpiperidine